(R)-1-((2,2-difluorobenzo[d][1,3]dioxol-4-yl)methyl)-N-(1-(4-(ethylsulfonyl)phenyl)-2-hydroxyethyl)2-(trifluoromethyl)-1H-benzo[d]imidazole-5-carboxamide FC1(OC2=C(O1)C=CC=C2CN2C(=NC1=C2C=CC(=C1)C(=O)N[C@@H](CO)C1=CC=C(C=C1)S(=O)(=O)CC)C(F)(F)F)F